rhodium hexafluoroantimonate salt F[Sb-](F)(F)(F)(F)F.[Rh+3].F[Sb-](F)(F)(F)(F)F.F[Sb-](F)(F)(F)(F)F